ClC1=NC=C(C(=N1)C)OC(F)F 2-Chloro-5-(difluoromethoxy)-4-methylpyrimidine